C(C)(C)(C)OC(NC1CCN(CC1)C1=NC(=C(C=C1C#N)Br)C1=CC(=C(C=C1)C#N)F)=O (1-(5-bromo-3-cyano-6-(4-cyano-3-fluorophenyl)pyridin-2-yl)piperidin-4-yl)carbamic acid tert-butyl ester